6-chloro-2-ethylsulfanyl-4-methyl-3-nitro-pyridine ClC1=CC(=C(C(=N1)SCC)[N+](=O)[O-])C